[K].OC1=C(C=C(CNC(C=C)=O)C=C1C)C N-(4-hydroxy-3,5-dimethylbenzyl)acrylamide potassium